2-bromo-5-[4-(3-ethylheptyl)-2-fluoro-phenyl]thiophene BrC=1SC(=CC1)C1=C(C=C(C=C1)CCC(CCCC)CC)F